C(C)C1=NN(C2=C1C(NCC1(CCOCC1)C2)=O)CC(COC(C2=C(C=CC=C2)S(=O)(=O)C)=O)(C)C 2-Methylsulfonylbenzoic acid [3-(3-ethyl-4-oxo-spiro[6,8-dihydro-5H-pyrazolo[4,3-c]azepin-7,4'-tetrahydropyran]-1-yl)-2,2-dimethyl-propyl] ester